1-(tert-butyl) 2-methyl (2s,3s)-5-hydroxy-4-methylpyrrolidine-1,2-dicarboxylate OC1C(C[C@H](N1C(=O)OC(C)(C)C)C(=O)OC)C